N-((4,4-difluorocyclohexyl)(5-(2-methoxy-1-(4-methyl-2-oxoimidazolidin-1-yl)ethyl)benzo[d]oxazol-2-yl)methyl)-4-methyl-1,2,5-oxadiazole-3-carboxamide FC1(CCC(CC1)C(NC(=O)C1=NON=C1C)C=1OC2=C(N1)C=C(C=C2)C(COC)N2C(NC(C2)C)=O)F